C1(CCCCC1)C[C@@H](C(=O)NC(CC1C(NC2(C1)CCCCC2)=O)C(C(N2CCCC2)=O)=O)NC(=O)C=2NC1=CC=CC=C1C2 N-((2S)-3-cyclohexyl-1-((3,4-dioxo-1-(2-oxo-1-azaspiro[4.5]decan-3-yl)-4-(pyrrolidin-1-yl)butan-2-yl)amino)-1-oxopropan-2-yl)-1H-indole-2-carboxamide